BrC=1C=CC(N(N1)CC1=CC=C(C=C1)OC)=O 6-bromo-2-[(4-methoxyphenyl)methyl]pyridazin-3-one